2-(6-(3-(Difluoromethyl)-4-fluorophenyl)-3-methyl-1H-pyrazolo[4,3-b]pyridin-1-yl)acetic acid FC(C=1C=C(C=CC1F)C=1C=C2C(=NC1)C(=NN2CC(=O)O)C)F